N-(5-(dimethylamino)pentyl)-6-[18F]fluoronicotinamide CN(CCCCCNC(C1=CN=C(C=C1)[18F])=O)C